COC1CN(CC=C(C1)B1OC(C(O1)(C)C)(C)C)C(=O)OC(C)(C)C tert-butyl 3-methoxy-5-(4,4,5,5-tetramethyl-1,3,2-dioxaborolan-2-yl)-2,3,4,7-tetrahydroazepine-1-carboxylate